C(C)C(C(=O)N1C[C@@H](N(C[C@H]1C)C=1C2=C(N=CN1)N(C=C2C2=CC=CC=C2)C=2C=C(C#N)C=CN2)C)(CC)O 2-(4-((2S,5R)-4-(2-Ethyl-2-hydroxybutanoyl)-2,5-dimethylpiperazin-1-yl)-5-phenyl-7H-pyrrolo[2,3-d]pyrimidin-7-yl)isonicotinonitrile